C1(=CC=CC=C1)C(C1=CC=CC=C1)=[Hf](C1=C(C=CC=2C3=CC=C(C=C3CC12)C(C)(C)C)C(C)(C)C)C1C=CC2=CC=CC=C12 diphenylmethylene(indenyl)(2,7-bistert-butylfluorenyl)hafnium